6-{2,7-diazaspiro[3.5]nonan-7-yl}-N-[(7-methoxy-3-methyl-1H-indol-4-yl)methyl]pyrido[2,3-b]pyrazin-3-amine C1NCC12CCN(CC2)C=2C=CC=1C(=NC(=CN1)NCC1=C3C(=CNC3=C(C=C1)OC)C)N2